(E)-3-[8-(4-fluorophenyl)-2,2-dimethyl-2H-chromen-6-yl]-N-(4-hydroxyphenyl)acrylamide FC1=CC=C(C=C1)C=1C=C(C=C2C=CC(OC12)(C)C)/C=C/C(=O)NC1=CC=C(C=C1)O